1-[4-[4-[6-chloro-4-(trifluoromethyl)-2-pyridinyl]piperazin-1-yl]sulfonylphenyl]-4-(methylamino)pyrrolidin-2-one ClC1=CC(=CC(=N1)N1CCN(CC1)S(=O)(=O)C1=CC=C(C=C1)N1C(CC(C1)NC)=O)C(F)(F)F